hexahydropyridooxazinone O1NC(CC2C1CCCN2)=O